ClC1=CC=C(C=C1)C1=C(CCC(C1)(C)C)CN1C2CN(C(C1)CC2)CC2=CC=C1CN(C(C1=C2)=O)C2CNCCC2 3-(6-((5-((4'-chloro-5,5-dimethyl-3,4,5,6-tetrahydro-[1,1'-biphenyl]-2-yl)methyl)-2,5-diazabicyclo[2.2.2]octane-2-yl)methyl)-1-oxoisoindolin-2-yl)piperidine